3-hydroxy-3-(6-methoxy-2-naphthoyl)piperidine-1-carboxylic acid tert-butyl ester C(C)(C)(C)OC(=O)N1CC(CCC1)(C(=O)C1=CC2=CC=C(C=C2C=C1)OC)O